octylthymidine-3'-phosphoramidite P(O)(N)O[C@H]1C[C@@](O[C@@H]1CO)(N1C(=O)NC(=O)C(C)=C1)CCCCCCCC